4-((6-((trimethylsilyl)ethynyl)pyridin-3-yl)oxy)piperidine-1-carboxylic acid tert-butyl ester C(C)(C)(C)OC(=O)N1CCC(CC1)OC=1C=NC(=CC1)C#C[Si](C)(C)C